C(C)(C)(C)OOCCCC1=CC=C(C=C1)CCCOOC(C)(C)C 1,4-bis(t-butylperoxypropyl)benzene